4-[5,6-dichloro-2-(3-fluoro-4-pyridinyl)pyrimidin-4-yl]-6,6-difluoro-1,4-diazepan-1-carboxylic acid tert-butyl ester C(C)(C)(C)OC(=O)N1CCN(CC(C1)(F)F)C1=NC(=NC(=C1Cl)Cl)C1=C(C=NC=C1)F